2-[4-(2,6-difluorobenzenesulfonyl)-1-piperazinyl]Thiazole-4-carboxylic acid ethyl ester C(C)OC(=O)C=1N=C(SC1)N1CCN(CC1)S(=O)(=O)C1=C(C=CC=C1F)F